N-({5-chloro-6-[2-(tetrahydro-2-furyl)ethoxy]-2-indolyl}methyl)1-methylcyclopropanecarboxamide ClC=1C=C2C=C(NC2=CC1OCCC1OCCC1)CNC(=O)C1(CC1)C